C1(=CC=C(C=C1)C=1OC2=C(N1)C=C(C=C2)C(=O)O)C 2-(p-Tolyl)benzo[d]oxazole-5-carboxylic acid